C(C=C)(=O)O.N1(CCOCC1)CC(C(=O)N)O morpholinelactic acid amide acrylate